C(C)(C)(C)N1CCC(CC1)CCCNC(COC1=C2C(N(C(C2=CC=C1)=O)C1C(NC(CC1)=O)=O)=O)=O tert-butyl-4-(3-(2-((2-(2,6-dioxopiperidin-3-yl)-1,3-dioxoisoindolin-4-yl)oxy)acetamido)propyl)piperidine